CN1C=NC(=C1)C(=O)N1CCC(CC1)CCCCNC(=O)C1=CC=2C=NC=CC2N1 N-(4-{1-[(1-methyl-1H-imidazol-4-yl)carbonyl]piperidin-4-yl}butyl)-1H-pyrrolo[3,2-c]pyridine-2-carboxamide